O1C2=C(OC[C@H]1C=1NC(C(N1)([2H])[2H])([2H])[2H])C=CC=C2 (R)-2-(2,3-dihydrobenzo[b][1,4]dioxin-2-yl)-4,5-dihydro-1H-imidazole-4,4,5,5-d4